6-[5-(5-cyclopropyltetrazol-1-yl)-3-ethylsulfonyl-2-pyridyl]-7-methyl-3-(1,1,2,2,2-pentafluoroethyl)imidazo[4,5-c]pyridazine C1(CC1)C1=NN=NN1C=1C=C(C(=NC1)C1=NC2=C(N=NC(=C2)C(C(F)(F)F)(F)F)N1C)S(=O)(=O)CC